C(C1=CC=CC=C1)C(C(=O)O)(C(=O)O)OC[C@H]1O[C@H]([C@@H]([C@@]1(O)C#C)O)N1C2=NC(=NC(=C2N=C1)NC1(CC1)CO)Cl 2-benzyl-2-(((2R,3S,4R,5R)-5-(2-chloro-6-((1-(hydroxymethyl)-cyclopropyl)amino)-9H-purin-9-yl)-3-ethynyl-3,4-dihydroxytetrahydrofuran-2-yl)methoxy)malonic acid